ethyl-2-(5-chloro-2-ethoxy-4-fluoro-3-iodophenyl)-2-methyl-1,3-dioxolan C(C)C1OC(OC1)(C)C1=C(C(=C(C(=C1)Cl)F)I)OCC